ClC1=NC=C(C(=N1)N1CC(CC1)(F)F)C(F)(F)F 2-chloro-4-(3,3-difluoropyrrolidin-1-yl)-5-(Trifluoromethyl)pyrimidine